Zinc tin aluminum oxide [O-2].[Al+3].[Sn+4].[Zn+2]